(1-(hydroxymethyl)cyclopropyl)-3-((6-phenylpyridazin-3-yl)amino)benzamide OCC1(CC1)C1=C(C(=O)N)C=CC=C1NC=1N=NC(=CC1)C1=CC=CC=C1